(Z)-((5-((dimethylamino)methyl)-1,3-phenylene)bis(oxy))bis(butane-4,1-diyl)dioleate CN(C)CC=1C=C(C=C(C1)OCCCCCCCCCCCC\C=C/CCCCCCCC(=O)[O-])OCCCCCCCCCCCC\C=C/CCCCCCCC(=O)[O-]